CC([C@@H](C(=O)O)CN(C(=O)C1[N@@](C1)C(C1=CC=CC=C1)(C1=CC=CC=C1)C1=CC=CC=C1)C)C (R)-3-methyl-2-(((R)-N-methyl-1-trityl-aziridine-2-carboxamido)methyl)butanoic acid